1-(1-(4-Bromophenyl-ethyl)azetidin-3-yl)ethan-1-ol BrC1=CC=C(C=C1)CCN1CC(C1)C(C)O